CN(C(CCCCC)CCCCCCCCC\C=C/C\C=C/CCCCC)C (16Z,19Z)-N,N-dimethylpentacosa-16,19-dien-6-amine